ClC1=CC(=C(C=C1)CC(=O)O)S(N[C@H](C(=O)OC)C(C)C1=C(C(=CC=C1F)C)C)(=O)=O (4-chloro-2-(N-((2S)-3-(6-fluoro-2,3-dimethylphenyl)-1-methoxy-1-oxobutan-2-yl)sulfamoyl)phenyl)acetic acid